3-(1-(4-(chloromethyl)phenyl)-6-(5-fluoropyridin-2-yl)-1H-benzo[d]imidazol-2-yl)pyridin-2-amine ClCC1=CC=C(C=C1)N1C(=NC2=C1C=C(C=C2)C2=NC=C(C=C2)F)C=2C(=NC=CC2)N